4-(4-bromo-2,6-difluorophenyl)piperidine BrC1=CC(=C(C(=C1)F)C1CCNCC1)F